4-chloro-N-methyl-furo[2,3-b]Pyridine-2-carboxamide ClC1=C2C(=NC=C1)OC(=C2)C(=O)NC